2,2-difluoro-N-methyl-2-[4-[5-(trifluoromethyl)-1,2,4-oxadiazol-3-yl]phenyl]-acetamide FC(C(=O)NC)(C1=CC=C(C=C1)C1=NOC(=N1)C(F)(F)F)F